C(#N)C=1C=C(CNC2CCC(CC2)NS(=O)(=O)C=2C=NC(=CC2)N2CCOCC2)C=CC1F N-((1r,4r)-4-((3-Cyano-4-fluorobenzyl)amino)cyclohexyl)-6-morpholinopyridine-3-sulfonamide